C1(=CC(=CC=C1)C[C@@H]1N(CC[C@@H]1NS(=O)(=O)C)C(=O)C1CC(C1)(F)F)C1=CC=CC=C1 N-((2S,3S)-2-(biphenyl-3-ylmethyl)-1-((3,3-difluorocyclobutyl)carbonyl)pyrrolidin-3-yl)methanesulfonamide